6-bromo-3,4-diethyl-2-hydroxy-1,2-benzoxaborinine BrC=1C=CC2=C(C(=C(B(O2)O)CC)CC)C1